((6-(4-methylpiperazin-1-yl)hexyl)oxy)quinazoline CN1CCN(CC1)CCCCCCOC1=NC2=CC=CC=C2C=N1